1-(2-methyl-5-nitrophenyl)-4-(trimethylsilyl)-1H-1,2,3-triazole CC1=C(C=C(C=C1)[N+](=O)[O-])N1N=NC(=C1)[Si](C)(C)C